CC1C(N2C(CC2S1)=O)C(=O)O 3-methyl-7-oxo-4-thia-1-azabicyclo[3.2.0]heptane-2-carboxylic acid